N1=C(C=CC2=CC=CC=C12)COC=1C=C(C=CC1)C=CC(=O)C1=C(C(=O)O)C=CC=C1 2-(3-(3-(Quinolin-2-ylmethoxy)phenyl)acryloyl)benzoic acid